NC1=C(C=C(C=C1)C=1C=C(C(N(C1)C)=O)C)NCCOC(F)(F)F 5-(4-amino-3-((2-(trifluoromethoxy)ethyl)amino)phenyl)-1,3-dimethylpyridin-2(1H)-one